1,3-diethyl 2-methoxymalonate COC(C(=O)OCC)C(=O)OCC